C1(CC1)[C@H](C)NC(=O)C1=CN=C(O1)C1=CC(=CC=C1)C1=CC(=NN1)C(N[C@@H](C)C1CC1)=O N-((S)-1-Cyclopropylethyl)-2-(3-(3-(((S)-1-Cyclopropylethyl)Carbamoyl)-1H-Pyrazol-5-Yl)Phenyl)Oxazole-5-Carboxamide